NC1=NN2C(C=C(C=C2)C=2C=C(C(=NC2)C)C(=O)NCC2=C(C=CC=C2)OCC2CC2)=N1 5-{2-amino-[1,2,4]triazolo[1,5-a]pyridin-7-yl}-N-{[2-(cyclopropylmethoxy)phenyl]methyl}-2-methylpyridine-3-carboxamide